ethyl-2,2-di(tert-pentylperoxy)propane C(C)CC(C)(OOC(C)(C)CC)OOC(C)(C)CC